3-Bromo-4-methoxyphenylsulfonyldihydrofuran-one BrC=1C=C(C=CC1OC)S(=O)(=O)C1C(OCC1)=O